tert-butyl 5-(2-(tert-butoxycarbonyl)-5-(4-((1-phenyl-2-azaspiro[3.4]oct-2-yl) methyl) piperidin-1-yl) phenoxy)-1H-pyrrolo[2,3-b]pyridine-1-carboxylate C(C)(C)(C)OC(=O)C1=C(OC=2C=C3C(=NC2)N(C=C3)C(=O)OC(C)(C)C)C=C(C=C1)N1CCC(CC1)CN1C(C3(C1)CCCC3)C3=CC=CC=C3